CN(C)CC=1C=CC2=C(CNS2(=O)=NC(=O)NC2=C3CCCC3=CC=3CCCC23)C1 1-{5-[(dimethylamino)methyl]-1-oxo-2,3-dihydro-1$l6,2-benzothiazol-1-ylidene}-3-(1,2,3,5,6,7-hexahydro-s-indacen-4-yl)urea